C12CN(CC2C1)[C@H](C)C1=CC(=C2CN(C(C2=C1)=O)C1=CC(=CC=C1)C1(COC1)CC1=NN=CN1C)C(F)(F)F 6-((1R)-1-(3-azabicyclo[3.1.0]hexan-3-yl)ethyl)-2-(3-(3-((4-methyl-4H-1,2,4-triazol-3-yl)methyl)oxetan-3-yl)phenyl)-4-(trifluoromethyl)isoindolin-1-one